D-glucosylisophthalamide C1([C@H](O)[C@@H](O)[C@H](O)[C@H](O1)CO)C1=C(C(=O)N)C=CC=C1C(=O)N